(4-((1-(5-amino-3-(difluoromethyl)-2-fluorophenyl)ethyl)amino)-2-methyl-6-(methylamino)quinazoline-7-yl)(morpholino)methanone NC=1C=C(C(=C(C1)C(C)NC1=NC(=NC2=CC(=C(C=C12)NC)C(=O)N1CCOCC1)C)F)C(F)F